1,1'-(1,2-ethanediyl)-bis(3,3,5,5-tetramethyl-piperazinone) C(CN1C(C(NC(C1)(C)C)(C)C)=O)N1C(C(NC(C1)(C)C)(C)C)=O